C(C)C(=C(C(=O)O)CCCCCC)C1=CC=C(C=C1)OC.COC(C(=O)OCCCCCCCC)=CC1=CC=CC=C1 octyl methoxycinnamate (ethylhexyl para-methoxycinnamate)